N-Boc-tauryl chloride C(=O)(OC(C)(C)C)NCCS(=O)(=O)Cl